(3Z)-1-[2-buten-1-yloxy]-3-hexene C(C=CC)OCC\C=C/CC